ClC=1C=C(C=CC1F)[C@H](NC(=O)N1[C@@H](C(NCC1)=O)C)C1C[C@H]2C([C@H]2C1)(F)F (2R)-N-((R)-(3-chloro-4-fluorophenyl)((1R,3s,5S)-6,6-difluorobicyclo-[3.1.0]hexan-3-yl)methyl)-2-methyl-3-oxopiperazine-1-carboxamide